(difluoro(2-(((3S,6S,7aS,8aR,9aR)-3-(3-morpholino-azetidine-1-carbonyl)-5-oxodecahydro-1H-cyclopropa[d]pyrrolo[1,2-a]azocin-6-yl)carbamoyl)benzo[b]thiophen-5-yl)methyl)phosphonic acid FC(C1=CC2=C(SC(=C2)C(N[C@H]2C[C@H]3[C@@H](C[C@@H]4N(C2=O)[C@@H](CC4)C(=O)N4CC(C4)N4CCOCC4)C3)=O)C=C1)(F)P(O)(O)=O